Ethyl 2-(3-(3-(1H-pyrazol-1-yl) benzoylamino) propionylamino)-4-methylthiazole-5-carboxylate N1(N=CC=C1)C=1C=C(C(=O)NCCC(=O)NC=2SC(=C(N2)C)C(=O)OCC)C=CC1